C(C)[Si](C(C(=O)OC(C)C)C)(CC)CC isopropyl α-triethylsilylpropionate